C(C1=CC=CC=C1)OC1=C(C=CC(=C1F)F)[C@H]1[C@@H](O[C@]([C@H]1C)(C(F)(F)F)C)C(=O)NC=1C(=NN(C1)C(F)F)C (2R,3S,4S,5R)-3-(2-benzyloxy-3,4-difluoro-phenyl)-N-[1-(difluoromethyl)-3-methyl-pyrazol-4-yl]-4,5-dimethyl-5-(trifluoromethyl)tetrahydrofuran-2-carboxamide